propylbis(trimethylsiloxy)methylsilan C(CC)[SiH2]C(O[Si](C)(C)C)O[Si](C)(C)C